OC(C)C=1C=CC(=NC1)CCOC1=CC=C(\C=C/2\C(NC(S2)=O)=O)C=C1 (Z)-5-(4-(2-(5-(1-hydroxyethyl)pyridin-2-yl)ethoxy)benzylidene)thiazolidine-2,4-dione